N-(2,6-dimethylphenyl)-2-((6-(4-(2-hydroxyethyl)piperazin-1-yl)-2-methylpyrimidin-4-yl)amino)thiazole-5-carboxamide CC1=C(C(=CC=C1)C)NC(=O)C1=CN=C(S1)NC1=NC(=NC(=C1)N1CCN(CC1)CCO)C